p-Bromoanilin BrC1=CC=C(N)C=C1